C(C1=CC=CC=C1)N(C1=CC=CC=C1)CC1=CC=C(C=C1)\C=C/1\C(=C(C2=CC(=CC=C12)F)CC(=O)O)C 2-[(1Z)-1-[(4-{[Benzyl(phenyl)amino]methyl}phenyl)methylidene]-5-fluoro-2-methyl-1H-inden-3-yl]acetic acid